C(C1=CC=CC=C1)OC(=O)C1CCC(CC1)OC1=CC=C(C=N1)NCCC(=O)O 3-[(6-{[(1r,4r)-4-[(benzyloxy)carbonyl]cyclohexyl]oxy}pyridin-3-yl)amino]propanoic acid